ClC=1C=C2CC[C@H](C2=CC1)NC(NC[C@@H](C(=O)O)NC(C1=C(C=C(C=C1Cl)C(NCC1=CC(=CC=C1)Cl)=O)Cl)=O)=O (S)-3-(3-((R)-5-chloro-2,3-dihydro-1H-inden-1-yl)ureido)-2-(2,6-dichloro-4-(3-chlorobenzylcarbamoyl)benzamido)propanoic acid